(E)-4-(hydroxymethyl)-3-methyl-pyrrolidine-2,5-dione OCC1C(C(NC1=O)=O)C